The molecule is a triterpenoid saponin that is the tetrasaccharide derivative of hederagenin. Isolated from Serjania salzmanniana, it exhibits antifungal and molluscicidal activities. It has a role as an antifungal agent, a molluscicide and a plant metabolite. It is a pentacyclic triterpenoid, a triterpenoid saponin, a hydroxy monocarboxylic acid and a tetrasaccharide derivative. It derives from a hederagenin. C[C@H]1[C@@H]([C@H]([C@H]([C@@H](O1)O[C@@H]2[C@H]([C@H](CO[C@H]2O[C@H]3CC[C@]4([C@H]([C@]3(C)CO)CC[C@@]5([C@@H]4CC=C6[C@]5(CC[C@@]7([C@H]6CC(CC7)(C)C)C(=O)O)C)C)C)O[C@H]8[C@@H]([C@H]([C@@H]([C@H](O8)CO)O)O)O)O)O)O[C@H]9[C@@H]([C@H]([C@H](CO9)O)O)O)O